(E)-2-((2,6-diaminopyridin-3-yl)diazenyl)phenyl morpholine-4-carboxylate N1(CCOCC1)C(=O)OC1=C(C=CC=C1)\N=N\C=1C(=NC(=CC1)N)N